N1CCC(=CC1)C1=CC=C(C=C1)NC(=O)C12CCC(CC1)(CC2)C(=O)NC2=CC=C(C=C2)CCN bicyclo[2.2.2]octane-1,4-dicarboxylic acid [4-(2-amino-ethyl)-phenyl]-amide [4-(1,2,3,6-tetrahydro-pyridin-4-yl)-phenyl]-amide